BrC1=C2C=CNC2=CC(=C1SC1=CC(=NC=C1)C=1SC=C(N1)[C@](C)(CCCC(CS(=O)(=O)CCO)(C)C)C=1C=C(C=CC1)C[C@@H](C(=O)OC)C)F methyl (S)-3-(3-((R)-2-(2-(4-((4-bromo-6-fluoro-1H-indol-5-yl)thio)pyridin-2-yl)thiazol-4-yl)-7-((2-hydroxyethyl)sulfonyl)-6,6-dimethylheptan-2-yl)phenyl)-2-methylpropanoate